(S)-2-amino-3-(5-borono-3-fluoropyridin-2-yl)propionic acid N[C@H](C(=O)O)CC1=NC=C(C=C1F)B(O)O